hexyl acrylate C(C=C)(=O)OCCCCCC